3-((chlorosulfonyl)oxy)-2,2-dimethylpropyl (3r,5r,7r)-adamantane-1-carboxylate C12(CC3CC(CC(C1)C3)C2)C(=O)OCC(COS(=O)(=O)Cl)(C)C